N-((1S,4s)-4-(2-(((R)-2-(3-Fluorophenyl)-2-hydroxyethyl)amino)-2-methylpropyl)cyclohexyl)propane-1-sulfonamide hydrochloride Cl.FC=1C=C(C=CC1)[C@H](CNC(CC1CCC(CC1)NS(=O)(=O)CCC)(C)C)O